C(CCCCCCC)[NH+](CCCCCCCCCC)CCCCCCCC di-n-octyl-n-decylammonium